FC1=NC=CC(=C1)N\C(=N\C#N)\NCC1=CN=C(S1)C(=O)N1CCC2=C(C=CC=C12)C1=CC=CC=C1 (E)-1-(2-fluoropyridin-4-yl)-2-cyano-3-{[2-(4-phenylindolin-1-carbonyl)thiazol-5-yl]methyl}guanidine